COC1=C(C=C(C=C1)C(=O)O)OC The molecule is a member of the class of benzoic acids that is benzoic acid substituted by methoxy groups at positions 2 and 3. It has a role as a plant metabolite and an allergen. It derives from a hydride of a benzoic acid.